(S)-4-(2-hydroxypropoxy)-3-methoxybenzoic acid O[C@H](COC1=C(C=C(C(=O)O)C=C1)OC)C